ClC1=NC(=CC(=C1)NC(=O)C1=CC2=C(S1)C=CC(=C2)C(C)(C)S(=O)(=O)C)OC2=C(SC=C2)C N-(2-Chloro-6-((2-methylthiophen-3-yl)oxy)pyridin-4-yl)-5-(2-(methylsulfonyl)propan-2-yl)benzo[b]thiophen-2-carboxamid